1-Tert-butyl((1r,4r)-4-(((2-(2,6-dioxopiperidin-3-yl)-1,3-dioxoisoindolin-4-yl)amino)methyl)cyclohexyl)(methyl)carbamate C(C)(C)(C)CN(C([O-])=O)C1CCC(CC1)CNC1=C2C(N(C(C2=CC=C1)=O)C1C(NC(CC1)=O)=O)=O